(7-(5-nitropyridin-3-yl)pyrazolo[1,5-a]pyridin-3-yl)(piperidin-1-yl)methanone [N+](=O)([O-])C=1C=C(C=NC1)C1=CC=CC=2N1N=CC2C(=O)N2CCCCC2